3-(2-Chlorophenyl)-1,4-oxazepan-5-one ClC1=C(C=CC=C1)C1COCCC(N1)=O